C(C=C)S(=O)(=O)NC(CCC1=C2C=CNC2=CC(=C1OC1=CC(=C(C=C1)F)C1=NC(=NN1C)C(C)(CC=C)C1=CC(=CC=C1)Br)F)=O N-(Allylsulfonyl)-3-(5-(3-(3-(2-(3-bromophenyl)pent-4-en-2-yl)-1-methyl-1H-1,2,4-triazol-5-yl)-4-fluorophenoxy)-6-fluoro-1H-indol-4-yl)propanamide